3,6-Dichloro-1-(3-((5-methyl-1-(3-methyltetrahydro-2H-pyran-4-yl)-4-nitro-1H-pyrazol-3-yl)oxy)propyl)-1H-pyrazolo[3,4-d]pyrimidine ClC1=NN(C2=NC(=NC=C21)Cl)CCCOC2=NN(C(=C2[N+](=O)[O-])C)C2C(COCC2)C